1-(4-(4-AMINO-1-CYCLOPROPYL-1H-PYRAZOLO[3,4-D]PYRIMIDIN-3-YL)-2-FLUOROPHENYL)-3-(3-(2-CYANOPROPAN-2-YL)ISOXAZOL-5-YL)UREA NC1=C2C(=NC=N1)N(N=C2C2=CC(=C(C=C2)NC(=O)NC2=CC(=NO2)C(C)(C)C#N)F)C2CC2